ClC=1C=CC=C2C(=CC=NC12)N[C@H]1CN(CC1)C(=O)OC(C)(C)C tert-butyl (R)-3-((8-chloroquinolin-4-yl)amino)pyrrolidine-1-carboxylate